(S)-2-amino-N-(3-chloro-4-fluorophenyl)-3-hydroxy-N-methyl-propanamide N[C@H](C(=O)N(C)C1=CC(=C(C=C1)F)Cl)CO